(4-((1-methylpiperidin-4-yl)amino)phthalazin-1-yl)-5-(trifluoromethyl)phenol CN1CCC(CC1)NC1=NN=C(C2=CC=CC=C12)C1=C(C=C(C=C1)C(F)(F)F)O